N-(6-((R)-3-(2-ethoxyphenoxy)piperidin-1-yl)pyrazin-2-yl)-3-methylpyrrolidine-3-carboxamide C(C)OC1=C(O[C@H]2CN(CCC2)C2=CN=CC(=N2)NC(=O)C2(CNCC2)C)C=CC=C1